FC1=C(C=CC=C1)C1=NC(=NC(=C1C=O)NC1=C(C=CC=C1)F)S(=O)(=O)C 4-(2-fluorophenyl)-6-(2-fluoro-phenylamino)-2-methylsulfonyl-pyrimidine-5-carbaldehyde